Cl.N=1C=C(N2C1C=CC=C2)C#N imidazo[1,2-a]pyridine-3-carbonitrile HCl